(3R,3aR)-7-[4-[4-(4-aminocyclohexoxy)-6-chloro-2-pyridyl]piperazin-1-yl]sulfonyl-3-(hydroxymethyl)-3a,4-dihydro-3H-oxazolo[4,3-c][1,4]benzoxazin-1-one NC1CCC(CC1)OC1=CC(=NC(=C1)Cl)N1CCN(CC1)S(=O)(=O)C1=CC2=C(N3[C@H](CO2)[C@@H](OC3=O)CO)C=C1